tert-butyl (4-(3-((4-methyl-3-(trifluoromethyl)phenyl)carbamoyl)pyridin-2-yl)phenyl)carbamate CC1=C(C=C(C=C1)NC(=O)C=1C(=NC=CC1)C1=CC=C(C=C1)NC(OC(C)(C)C)=O)C(F)(F)F